cyclopropyl-5-[3-(2-methoxyphenyl)-1,2,4-oxadiazol-5-yl]-1H-1,2,3-benzotriazole C1(CC1)N1N=NC2=C1C=CC(=C2)C2=NC(=NO2)C2=C(C=CC=C2)OC